(5-bromo-1-cyclobutyl-1H-pyrazol-4-yl)methanol BrC1=C(C=NN1C1CCC1)CO